4-(1H-Imidazolylmethyl)-phenylacetic acid butyl ester C(CCC)OC(CC1=CC=C(C=C1)CN1C=NC=C1)=O